1-(1Z-octadecenyl)-2-docosahexenoyl-sn-glycero-3-phosphocholine C(=C/CCCCCCCCCCCCCCCC)/OC[C@@H](OC(C=CC=CC=CC=CC=CC=CCCCCCCCCC)=O)COP(=O)([O-])OCC[N+](C)(C)C